N-(2-hydroxy-1-methyl-2-phenylethyl)acetamide OC(C(C)NC(C)=O)C1=CC=CC=C1